N-(3-chloro-5-(methylsulfonamido)phenyl)-1-methyl-5-(5-(3,4,4-trimethyl-2,5-dioxoimidazolidin-1-yl)pyridin-2-yl)-1H-pyrrole-3-carboxamide ClC=1C=C(C=C(C1)NS(=O)(=O)C)NC(=O)C1=CN(C(=C1)C1=NC=C(C=C1)N1C(N(C(C1=O)(C)C)C)=O)C